C(CC1=CC=CC=C1)N1CCC(CC1)N(C(=O)C=1OC=CC1)C1=C(C=CC=C1)OC N-(1-phenethylpiperidin-4-yl)-N-(2-methoxyphenyl)furan-2-carboxamide